N-(azetidin-3-ylmethyl)-8-(1-methyl-6-(trifluoromethyl)-1H-benzo[d]imidazol-5-yl)indolizine-3-carboxamide N1CC(C1)CNC(=O)C1=CC=C2C(=CC=CN12)C1=CC2=C(N(C=N2)C)C=C1C(F)(F)F